CO/C=C/C12CN(CC(CC1)N2C(=O)OC(C)(C)C)C(C2=CC=CC=C2)(C2=CC=CC=C2)C2=CC=CC=C2 Tert-butyl 1-((E)-2-methoxyvinyl)-3-triphenylmethyl-3,8-diazabicyclo[3.2.1]octan-8-carboxylate